(3-hydroxynaphthalen-2-yl)boric acid OC=1C(=CC2=CC=CC=C2C1)OB(O)O